1,4-dihydro-4-(4-hydroxyphenyl)-2,6-dimethyl-3,5-pyridinedicarboxylic diethyl ester C(C)OC(=O)C1=C(NC(=C(C1C1=CC=C(C=C1)O)C(=O)OCC)C)C